C(C1=CC=CC=C1)N1CC2(CN(C2)C(=O)OC(C)(C)C)[C@@H](C1)C(=O)N1C(OC[C@H]1C1=CC=CC=C1)=O Tert-butyl (S)-6-benzyl-8-((R)-2-oxo-4-phenyloxazolidine-3-carbonyl)-2,6-diazaspiro[3.4]octane-2-carboxylate